C(C)(C)(C)OC(N(C=1C=C2C=NN(C2=CC1)C)C1=NC=C2C(=N1)N(N(C2=O)CC=C)C2=CC(=CC=C2)NC2CCN(CC2)C)=O tert-butyl-(2-allyl-1-(3-((1-methylpiperidin-4-yl)amino)phenyl)-3-oxo-2,3-dihydro-1H-pyrazolo[3,4-d]pyrimidin-6-yl)(1-methyl-1H-indazol-5-yl)carbamate